tert-butyl 1-((5-bromopyridin-2-yl)methyl)-2-methyl-2-(pyrimidin-2-yl)hydrazine-1-carboxylate BrC=1C=CC(=NC1)CN(N(C1=NC=CC=N1)C)C(=O)OC(C)(C)C